FC(OC1=CC2=C(N=C(O2)C=2C(=C(C=CC2)C2=C(C(=CC=C2)C2=NC(=C(C=C2)CN2CC(CC2)(C)C)OC)C)C)C=C1CN1[C@@H](CCC1)C(=O)O)F ((6-(difluoromethoxy)-2-(3'-(5-((3,3-dimethylpyrrolidin-1-yl)methyl)-6-methoxypyridin-2-yl)-2,2'-dimethyl-[1,1'-biphenyl]-3-yl)benzo[d]oxazol-5-yl)methyl)-L-proline